1-(4-methoxybenzyl)-5-(4-morpholinophenoxy)-1H-1,2,3-triazole-4-carboxylic acid methyl ester COC(=O)C=1N=NN(C1OC1=CC=C(C=C1)N1CCOCC1)CC1=CC=C(C=C1)OC